6-bromo-4-chloro-2-[6-(methoxymethoxy)-2-methylindazol-5-yl]-1,8-naphthyridine BrC=1C=C2C(=CC(=NC2=NC1)C1=CC2=CN(N=C2C=C1OCOC)C)Cl